O=C1NC(CCC1C1=NN(C2=C(C(=C(C=C12)F)C1CCN(CC1)C[C@H]1[C@H](CN(CC1)C(=O)OC(C)(C)C)C)F)C)=O tert-butyl (3R,4R)-4-[[4-[3-(2,6-dioxo-3-piperidyl)-5,7-difluoro-1-methyl-indazol-6-yl]-1-piperidyl]methyl]-3-methyl-piperidine-1-carboxylate